C(C(C)C)(=O)OCCN(CCOC(C(C)C)=O)CCOC(C(C)C)=O tris(2-isobutyryloxyethyl)amine